1,2-dimethyl-1H-imidazol-5(4H)-one CN1C(=NCC1=O)C